C(C1=CC=CC=C1)N1CC(C(CC1)(C(=O)O)CC1=C(C=CC=C1)Br)OCC1=CC=CC=C1 1-benzyl-3-(benzyloxy)-4-(2-bromobenzyl)piperidine-4-carboxylic acid